amino-5-(3-methoxypropyl)-1,3-thiazole-4-carboxylic acid ethyl ester C(C)OC(=O)C=1N=C(SC1CCCOC)N